C(C=CC)N1C(C2=C(C(=C1)C1=CC=C(C=C1)C(=O)N1CCCC1)C=CN2)=O 6-but-2-enyl-4-[4-(pyrrolidine-1-carbonyl)phenyl]-1H-pyrrolo[2,3-c]pyridin-7-one